2-(5-(((1R,2R,3S,5S)-2-fluoro-8-azabicyclo[3.2.1]octan-3-yl)(methyl)amino)-1,3,4-thiadiazol-2-yl)-5-(4-methoxy-1,3,5-triazin-2-yl)phenol F[C@@H]1[C@H]2CC[C@@H](C[C@@H]1N(C1=NN=C(S1)C1=C(C=C(C=C1)C1=NC=NC(=N1)OC)O)C)N2